C1(=CC(=CC(=C1)OCC=1C=C(C=CC1)C[C@H](C(=O)O)[C@@H]1CNCC1)OCC=1C=C(C=CC1)C[C@H](C(=O)O)[C@@H]1CNCC1)OCC=1C=C(C=CC1)C[C@H](C(=O)O)[C@@H]1CNCC1 (2S,2'S,2''S)-3,3',3''-(((benzene-1,3,5-triyltris(oxy))tris(methylene))tris(benzene-3,1-diyl))tris(2-((R)-pyrrolidin-3-yl)propanoic acid)